C(C)(C)(C)C1[C@](N(CCN1C(=O)O)C(=O)O)(C(N(C)OC)=O)C(C)(C)C di-tert-butyl-(S)-2-(methoxy(methyl)carbamoyl)piperazine-1,4-dicarboxylic acid